C(C)(C)(C)C1=CC=C(C=C1)S (4-(tert-butyl)phenyl)sulfane